Titanium Dineodecanoate Di-n-Butoxide [O-]CCCC.[O-]CCCC.C(CCCCCC(C)(C)C)(=O)[O-].C(CCCCCC(C)(C)C)(=O)[O-].[Ti+4]